5-((Benzyloxy)methyl)-4-ethyl-2-(7-fluoro-4-isopropyl-1-oxo-1H-isochromen-6-yl)-2,4-dihydro-3H-1,2,4-triazol-3-one C(C1=CC=CC=C1)OCC=1N(C(N(N1)C=1C=C2C(=COC(C2=CC1F)=O)C(C)C)=O)CC